1-(5-((4-(3-bromophenyl)piperidin-1-yl)methyl)-1-oxoisoindolin-2-yl)dihydropyrimidine-2,4(1H,3H)-dione BrC=1C=C(C=CC1)C1CCN(CC1)CC=1C=C2CN(C(C2=CC1)=O)N1C(NC(CC1)=O)=O